(2R,3S,4S,5S)-2-(((tert-butyldiphenylsilyl)oxy)methyl)-5-(dimethoxymethyl)-4-fluorotetrahydrofuran-3-amine [Si](C1=CC=CC=C1)(C1=CC=CC=C1)(C(C)(C)C)OC[C@@H]1O[C@H]([C@H]([C@H]1N)F)C(OC)OC